Diisodecyl sebacate C(CCCCCCCCC(=O)OCCCCCCCC(C)C)(=O)OCCCCCCCC(C)C